1-propylindoline-5-carboxamide C(CC)N1CCC2=CC(=CC=C12)C(=O)N